C(C)N(CC(=O)O)C(C)C 2-[ETHYL(PROPAN-2-YL)AMINO]ACETIC ACID